1-(3-((2-((2-ethyl-4-(2-(pyrrolidin-1-yl)propan-2-yl)phenyl)amino)-5-(trifluoromethyl)pyrimidin-4-yl)amino)propyl)piperidin-2-one C(C)C1=C(C=CC(=C1)C(C)(C)N1CCCC1)NC1=NC=C(C(=N1)NCCCN1C(CCCC1)=O)C(F)(F)F